C(C)(=O)N1CC(C1)N1CCC(CC1)C1=NN(C=2C1=NC(=CC2)C=2SC1=C(N2)C=C(C(=C1C1=CC=C(C=C1)Cl)[C@@H](C(=O)O)OC(C)(C)C)C)CC (S)-2-(2-(3-(1-(1-acetylazetidin-3-yl)piperidin-4-yl)-1-ethyl-1H-pyrazolo[4,3-b]pyridin-5-yl)-7-(4-chlorophenyl)-5-methylbenzo[d]thiazol-6-yl)-2-(tert-butoxy)acetic acid